COC1=NC=NC(=C1C(=O)NC=1SC2=C(N1)C=1C=C(C=CC1OC2)C)OC 4,6-dimethoxy-N-(8-methyl-4H-chromeno[4,3-d]thiazol-2-yl)pyrimidine-5-carboxamide